CN1CCC(=CC1)C=1N(CC(CC1)C)C(=O)OC(C)(C)C tert-butyl 1',5-dimethyl-1',2',3',5,6,6'-hexahydro-[2,4'-bipyridine]-1(4H)-carboxylate